2-(5-(3-((4-phenethoxyphenyl)carbamoyl)-phenyl)pyridin-3-yl)acetic acid C(CC1=CC=CC=C1)OC1=CC=C(C=C1)NC(=O)C=1C=C(C=CC1)C=1C=C(C=NC1)CC(=O)O